(1-methyl-1H-indazol-6-yl)methanesulfonamide CN1N=CC2=CC=C(C=C12)CS(=O)(=O)N